C(=O)O.C(=O)O.[C@H]12CN(C[C@H](C=C1)N2)C=2C1=C(N=C(N2)OC[C@H]2N(CCC2)C)C(=C(N=C1)C1=CC(=CC2=CC=CC=C12)O)F 4-(4-((1R,5S)-3,8-diazabicyclo[3.2.1]oct-6-en-3-yl)-8-fluoro-2-(((S)-1-methylpyrrolidin-2-yl)methoxy)pyrido[4,3-d]pyrimidin-7-yl)naphthalen-2-ol diformate